3-(7-cyclopropyl-2-phenyl-1H-indol-3-yl)-N-(5-oxo-1,2-dihydropyrrol-4-yl)propanamide C1(CC1)C=1C=CC=C2C(=C(NC12)C1=CC=CC=C1)CCC(=O)NC1=CCNC1=O